FC1=CC=C2CCCC(C2=C1)NC(=O)C1CC2(C1)CC(C2)NC(=O)NCC2=CC=C(C=C2)OC N-(7-fluoro-1,2,3,4-tetrahydronaphthalen-1-yl)-6-(3-(4-methoxybenzyl)ureido)spiro[3.3]heptane-2-carboxamide